t-butyl peroxy-n-heptanoate C(CCCCCC)(=O)OOC(C)(C)C